2-(4-Methoxybenzyl)-4-oxo-7-phenylheptanal COC1=CC=C(CC(C=O)CC(CCCC2=CC=CC=C2)=O)C=C1